pentaerythritol tetra(stearate) C(CCCCCCCCCCCCCCCCC)(=O)OCC(COC(CCCCCCCCCCCCCCCCC)=O)(COC(CCCCCCCCCCCCCCCCC)=O)COC(CCCCCCCCCCCCCCCCC)=O